5-[2-(4-Fluorophenyl)-5-methoxy-imidazo[4,5-b]pyridin-3-yl]indolin FC1=CC=C(C=C1)C1=NC=2C(=NC(=CC2)OC)N1C=1C=C2CCNC2=CC1